CC1(OC2=C(C(=C(C=C2CC1)O)C)C)C 2,2,7,8-tetramethyl-6-chromanol